(hydroxymethyl)methyl-2-aminoethanesulfonic acid monosodium salt [Na+].OCC(CN)(S(=O)(=O)[O-])C